4-(2,6-dichloro-4-nitrophenoxy)-2-(2-fluoropropane-2-yl)phenol ClC1=C(OC2=CC(=C(C=C2)O)C(C)(C)F)C(=CC(=C1)[N+](=O)[O-])Cl